(1R,3S,4S)-2-(2-(6-amino-9H-purin-9-yl)acetyl)-N-(3-chloro-2-fluorobenzyl)-2-azabicyclo[2.2.1]heptane-3-carboxamide NC1=C2N=CN(C2=NC=N1)CC(=O)N1[C@@H]2CC[C@H]([C@H]1C(=O)NCC1=C(C(=CC=C1)Cl)F)C2